(R*)-6-(6-Methoxy-1H-benzo[d]imidazol-2-yl)-2-methyl-7-((1-(pyrimidin-2-yl)propyl)amino)-2H-pyrazolo[4,3-b]pyridin-5(4H)-one COC=1C=CC2=C(NC(=N2)C2=C(C=3C(NC2=O)=CN(N3)C)N[C@H](CC)C3=NC=CC=N3)C1 |o1:22|